ClC1=C(C(=CC=C1)C)NC(=O)C1=CN=C(S1)NC1=NC(=NC(=C1)NCC=1C(=C2CN(C(C2=CC1)=O)C1C(NC(CC1)=O)=O)F)C N-(2-chloro-6-methylphenyl)-2-((6-(((2-(2,6-dioxopiperidin-3-yl)-4-fluoro-1-oxoisoindolin-5-yl)methyl)amino)-2-methylpyrimidin-4-yl)amino)thiazole-5-carboxamide